3-(2-(((2R,3R)-1,3-dihydroxybutan-2-yl)amino)-2-oxoacetyl)-N-(4-fluoro-3-methylphenyl)-5,6,7,8-tetrahydroindolizine-1-carboxamide OC[C@H]([C@@H](C)O)NC(C(=O)C1=CC(=C2CCCCN12)C(=O)NC1=CC(=C(C=C1)F)C)=O